N1=C(C=CC=C1)O[C@@H]1CN(C[C@H]1OCC1=CC=C(C=C1)C(F)(F)F)C(=O)OC(C)(C)C trans-tert-butyl 3-(pyridin-2-yloxy)-4-(4-(trifluoromethyl)benzyloxy)pyrrolidine-1-carboxylate